Dimethyl 2-(1-oxo-3-(pyridin-2-yl)-1H-isochromen-4-yl)malonate O=C1OC(=C(C2=CC=CC=C12)C(C(=O)OC)C(=O)OC)C1=NC=CC=C1